ClC1=CC=C(C=C1)S(=O)(=O)N[C@H]1CC=2C=CC(=C(C2CC1)CCC(=O)O)C 3-[(6R)-6-[(4-chlorophenyl)sulfonylamino]-2-methyl-5,6,7,8-tetrahydronaphthalen-1-yl]propanoic acid